2,2',2'',2'''-((((2-(3-(2-(bis(cyanomethyl)amino)ethyl)-2-oxoimidazolidin-1-yl)ethyl)azanediyl)bis(eth-ane-2,1-diyl))bis(azanetriyl))tetraacetonitrile C(#N)CN(CCN1C(N(CC1)CCN(CCN(CC#N)CC#N)CCN(CC#N)CC#N)=O)CC#N